1-(trimethylsilyl)acetylene tert-butyl-(E)-3-[3-[[4-[4-(3,5-dichlorophenyl)piperazin-1-yl]sulfonylphenyl]carbamoyl]-4-[methyl(methylsulfonyl)amino]phenyl]prop-2-enoate C(C)(C)(C)OC(\C=C\C1=CC(=C(C=C1)N(S(=O)(=O)C)C)C(NC1=CC=C(C=C1)S(=O)(=O)N1CCN(CC1)C1=CC(=CC(=C1)Cl)Cl)=O)=O.C[Si](C#C)(C)C